(5-bromo-2-(((3S,4S)-4-methoxy-1-(3-methyl-1H-pyrazolo[3,4-c]pyridine-4-carbonyl)pyrrolidine-3-yl)amino)-3-nitrophenyl)((2S,6R)-2,6-dimethylmorpholinyl)methanone BrC=1C=C(C(=C(C1)C(=O)N1C[C@@H](O[C@@H](C1)C)C)N[C@H]1CN(C[C@@H]1OC)C(=O)C=1C2=C(C=NC1)NN=C2C)[N+](=O)[O-]